C(C)[C@H]1NC[C@@H](N(C1)C=1C=2N(N(C(C1)=O)C)C=C(N2)COC)C 8-((2S,5R)-5-Ethyl-2-methylpiperazin-1-yl)-2-(methoxymethyl)-5-methylimidazo[1,2-b]pyridazin-6(5H)-one